ClC=1C=C2C(=CC1)NC(C21CCN(CC1)CCOC1=CC=C(C(=O)NC)C=C1)=O 4-(2-{5-chloro-2-oxo-1,2-dihydrospiro[indole-3,4'-piperidin]-1'-yl}ethoxy)-N-methylbenzamide